4,5-dimethoxypyrimidine COC1=NC=NC=C1OC